C(CC(=O)C)(=O)O.[O-2].[O-2].[Ti+4] titanium dioxide acetoacetate